Br/C=C/C=1C(NC(N(C1)[C@@H]1O[C@@H]([C@H]([C@@H]1O)O)CO)=O)=O 5-[(E)-2-bromoethenyl]-1-[(2R,3S,4S,5R)-3,4-dihydroxy-5-(hydroxymethyl)oxolan-2-yl]pyrimidine-2,4-dione